methyl-N-(6-methylpyridazin-3-yl)-3-nitrobenzamide CC1=C(C(=O)NC=2N=NC(=CC2)C)C=CC=C1[N+](=O)[O-]